bis(4-hydroxy-phenyl)diphenylmethane OC1=CC=C(C=C1)C(C1=CC=CC=C1)(C1=CC=CC=C1)C1=CC=C(C=C1)O